((5-bromo-4-(difluoromethyl)-2-fluorobenzyl)oxy)(tert-butyl)dimethylsilane BrC=1C(=CC(=C(CO[Si](C)(C)C(C)(C)C)C1)F)C(F)F